1,2-bis(4-α-hydroxyisopropylphenyl)ethane OC(C)(C)C1=CC=C(C=C1)CCC1=CC=C(C=C1)C(C)(C)O